3-(thiophen-2-yl)oxetan-3-ol tert-butyl-(14-bromo-3,6,9,12-tetraoxatetradecyl)carbamate C(C)(C)(C)N(C(=O)OC1(COC1)C=1SC=CC1)CCOCCOCCOCCOCCBr